(2S,3S,4S)-3-acetamido-N-(6-bromopyridin-2-yl)-4-fluoropyrrolidine-2-carboxamide C(C)(=O)N[C@H]1[C@H](NC[C@@H]1F)C(=O)NC1=NC(=CC=C1)Br